[N+](=O)([O-])C1=CC=C(CS=C2C=3NC=NC3N=C(N2)N)C=C1 S-(4-nitrobenzyl)-6-thioguanine